NC1=NC(=C2N=CN(C2=N1)CCOC[P@@](=O)(OCC1=CC=CC=C1)N[C@@H](C)C(=O)OCC)OC ethyl ((R)-((2-(2-amino-6-methoxy-9H-purin-9-yl)ethoxy)methyl)(benzyloxy)phosphoryl)-L-alaninate